ClC=1C=C2C=CC=NC2=CC1C(=O)NC1=CC(=NN1C)C1=C(C=C(C=C1)Cl)C 6-Chloro-N-(3-(4-chloro-2-methylphenyl)-1-methyl-1H-pyrazol-5-yl)quinoline-7-carboxamide